NCCN1C(NCC1)=O 1-(2-aminoethyl)-imidazolidin-2-one